NC1=NN2C(C=C(C=C2)C=2C=C3C(=CN(C3=CC2)C)C(=O)N2[C@@H](CC(C2)F)C2=CC=C(C=C2)F)=N1 (5-(2-amino-[1,2,4]triazolo[1,5-a]pyridin-7-yl)-1-methyl-1H-indol-3-yl)((2S)-4-fluoro-2-(4-fluorophenyl)pyrrolidin-1-yl)methanone